FC1=C(C#N)C=CC(=C1)C1=NC=2C(=NC=CC2N2C[C@@H](CCC2)NC)N1C1=CC=C(C=C1)N1CCCC1 (R)-2-fluoro-4-(7-(3-(methylamino)piperidin-1-yl)-3-(4-(pyrrolidin-1-yl)phenyl)-3H-imidazo[4,5-b]pyridin-2-yl)benzonitrile